N1N=CC=2C1=NC=C(C2)S(=O)(=O)N2CCC1(C[C@H](CO1)NC[C@@H](COC=1C=C(C=CC1)S(=O)(=O)NC)O)CC2 3-((S)-3-((R)-8-(1H-pyrazolo[3,4-b]pyridin-5-ylsulfonyl)-1-oxa-8-azaspiro[4.5]decan-3-ylamino)-2-hydroxypropoxy)-N-methylbenzenesulfonamide